ClC=1C=CC(=C(C1)N1CON(CO1)C(C(=O)NC1=CC2=CN(N=C2C=C1)C)CC=1C=NN(C1)C)N1N=NC(=C1)Cl 2-(4-(5-chloro-2-(4-chloro-1H-1,2,3-triazol-1-yl)phenyl)-2,5-dioxapiperazin-1-yl)-3-(1-methyl-1H-pyrazol-4-yl)-N-(2-methyl-2H-indazol-5-yl)propanamide